N-(5-chloro-2-methyl-6-(2H-1,2,3-triazol-2-yl)pyridin-3-yl)-1-(7-methylpyrazolo[1,5-a]pyridin-4-yl)-5-(trifluoromethyl)-1H-pyrazole-4-carboxamide ClC=1C=C(C(=NC1N1N=CC=N1)C)NC(=O)C=1C=NN(C1C(F)(F)F)C=1C=2N(C(=CC1)C)N=CC2